(2S)-2-{[(4-methoxyphenyl)methyl]amino}propan-1-ol COC1=CC=C(C=C1)CN[C@H](CO)C